6-chloro-N-[(1S)-2-[[(1S)-1-cyano-2-[(3S)-2-oxo-3-piperidyl]ethyl]amino]-1-(cyclopropylmethyl)-2-oxo-ethyl]-7-fluoro-1H-indole-2-carboxamide ClC1=CC=C2C=C(NC2=C1F)C(=O)N[C@H](C(=O)N[C@@H](C[C@H]1C(NCCC1)=O)C#N)CC1CC1